FC1=C(C(=CC=C1)C=1C=C2C(=NN1)NC[C@@H]1N2CCNC1)O (R)-2-fluoro-6-(6,6a,7,8,9,10-hexahydro-5H-pyrazino[1',2':4,5]pyrazino[2,3-c]pyridazin-2-yl)phenol